N1=CC=CC2C(C(C3C=CC=NC3=C12)=O)=O 4a,6a-dihydro-1,10-phenanthroline-5,6-dione